C1(CC1)NC1=NC=CC=C1C1=NC=C2NC(N(C2=N1)CC1=CC=C(C=C1)C=1N(C=C(N1)C(F)(F)F)C)=O 2-(2-(cyclopropylamino)pyridin-3-yl)-9-(4-(1-methyl-4-(trifluoromethyl)-1H-imidazol-2-yl)benzyl)-7,9-dihydro-8H-purin-8-one